FC(CN1C(=NC=2C1=NC(=CC2)C=2C=CN1N=C(N=CC12)N[C@H]1COCCC1)C)F (R)-5-(3-(2,2-difluoroethyl)-2-methyl-3H-imidazo[4,5-b]pyridin-5-yl)-N-(tetrahydro-2H-pyran-3-yl)pyrrolo[2,1-f][1,2,4]triazin-2-amine